FC=1C=2N(C=C(C1)NC(=O)C=1N=CC(=NC1)N1C[C@@H](CC1)C1(CC1)N(C(OC(C)(C)C)=O)C)C=C(N2)C tert-butyl (R)-(1-(1-(5-((8-fluoro-2-methylimidazo[1,2-a]pyridin-6-yl)carbamoyl)pyrazin-2-yl)pyrrolidin-3-yl)cyclopropyl)(methyl)carbamate